FC1=C(C#N)C(=CC=C1)N1N=CC(=C1)C1=CN(C(C=C1C=1C=NC(=CC1)C(F)(F)F)=O)C 2-fluoro-6-(4-(1'-methyl-6'-oxo-6-(trifluoromethyl)-1',6'-dihydro-[3,4'-bipyridin]-3'-yl)-1H-pyrazol-1-yl)benzonitrile